C(#N)C1=CC(=C(C=C1)NC(C(C)(C)N1N=CC(=C1)C#CC1CN(C1)C=1C=C2C(N(C(C2=CC1)=O)C1C(NC(CC1)=O)=O)=O)=O)C#C N-(4-cyano-2-ethynylphenyl)-2-(4-((1-(2-(2,6-dioxopiperidin-3-yl)-1,3-dioxoisoindolin-5-yl)azetidin-3-yl)ethynyl)-1H-pyrazol-1-yl)-2-methylpropanamide